FC1=CC=C(C=C1)C=1C=C2C(=NC=NC2=C(C1)S(=O)(=O)N1CCOCC1)N[C@H](C)C=1C=NC(=NC1)C(F)(F)F (R)-6-(4-fluorophenyl)-8-(morpholinylsulfonyl)-N-(1-(2-(trifluoromethyl)pyrimidin-5-yl)ethyl)quinazolin-4-amine